N1CCNC(CC(NCCNCCC1)=O)=O 1,4,8,11-tetraazacyclotetradecane-5,7-dione